FC(OC1=CC=C(C=C1)C=O)F [4-(difluoromethoxy)phenyl]methanone